7-Fluoro-1H-pyrazolo[4,3-c]pyridine FC=1C2=C(C=NC1)C=NN2